CC(C[C@H](NC(=O)C1CC(=NO1)CNC1=NC=CC=C1)B(O)O)C ((1R)-3-methyl-1-(3-((pyridin-2-ylamino)methyl)-4,5-dihydroisoxazole-5-carboxamido)butyl)boronic acid